(S)-oxetan-2-methanamine O1[C@@H](CC1)CN